C1(CCCCC1)P(C1=C(C=CC=C1)C1=C(C=CC=C1OC)OC)C1CCCCC1 dicyclohexyl-(2',6'-dimethoxy-[1,1'-biphenyl]-2-yl)phosphane